tert-Butyl 3-(3-((2,4-dichlorophenoxy)methyl)phenyl)-2,5-dihydro-1H-pyrrole-1-carboxylate ClC1=C(OCC=2C=C(C=CC2)C=2CN(CC2)C(=O)OC(C)(C)C)C=CC(=C1)Cl